O[C@@H]1CC[C@H](CC1)N1CC(NC2=NC=C(N=C21)C=2C=NC(=CC2)C(C)(C)O)=O 4-(trans-4-hydroxycyclohexyl)-6-(6-(2-hydroxypropan-2-yl)pyridin-3-yl)-3,4-dihydropyrazino[2,3-b]pyrazin-2(1H)-one